4-[(1S)-1-[[1-[(3R)-3-(3-Chlorophenoxy)pyrrolidin-1-yl]cyclopentane-1-carbonyl]amino]ethyl]benzoic acid, hydrochloride Cl.ClC=1C=C(O[C@H]2CN(CC2)C2(CCCC2)C(=O)N[C@@H](C)C2=CC=C(C(=O)O)C=C2)C=CC1